1-hydroxy-4-methoxyacridine OC1=CC=C(C2=NC3=CC=CC=C3C=C12)OC